FC(=C1C[C@H]2[C@@H]([C@@H]([C@@H]1C2)NC(=O)C=2C(=CC(=C(C2)C=2C=C(C(=O)N)C=CN2)F)OC)C(=O)NCC2(CCC2)C)F 2-(5-(((1R,2R,3S,4S)-6-(difluoromethylene)-3-(((1-methylcyclobutyl)methyl)aminocarbonyl)bicyclo[2.2.1]hept-2-yl)aminocarbonyl)-2-fluoro-4-methoxyphenyl)isonicotinamide